(S)-2-amino-1-(4-(3-(5-fluoro-2-methoxyphenyl)pyrazolo[1,5-a]pyrimidin-5-yl)piperazin-1-yl)-3-methylbutan-1-one N[C@H](C(=O)N1CCN(CC1)C1=NC=2N(C=C1)N=CC2C2=C(C=CC(=C2)F)OC)C(C)C